NC=1C=NN(C1)[C@H]1CCN(CCC1)C(=O)OC(C)(C)C tert-butyl (R)-4-(4-amino-1H-pyrazol-1-yl)azepane-1-carboxylate